Methyl 5-[6-(5-chloro-2-fluorophenyl)-2H,3H,4H-pyrido[3,2-b][1,4]oxazin-8-yl]pyridine-3-carboxylate ClC=1C=CC(=C(C1)C=1C=C(C=2OCCNC2N1)C=1C=C(C=NC1)C(=O)OC)F